(1-(3-(ethylthio)naphthalen-1-yl)cyclopropyl)-2-methylbenzamide C(C)SC=1C=C(C2=CC=CC=C2C1)C1(CC1)C=1C(=C(C(=O)N)C=CC1)C